C(C)(C)(C)OC(=O)NCCN1CC2=CC(=CC=C2CC1)C(=O)OCC ethyl 2-(2-((tert-butoxycarbonyl) amino) ethyl)-1,2,3,4-tetrahydroisoquinoline-7-carboxylate